[Na].O=C\1OCCC/C1=C\O (E)-(2-oxotetrahydropyran-3-ylidene)methanol sodium salt